C(C1=CC=CC=C1)OC(=O)N[C@@H](CCC(=O)N1CCN(CC2=C1C=CC=C2)C(=O)OC(C)(C)C)C(=O)OC tert-Butyl (S)-1-(4-(((benzyloxy)carbonyl)amino)-5-methoxy-5-oxopentanoyl)-1,2,3,5-tetrahydro-4H-benzo[e][1,4]diazepine-4-carboxylate